3-[2-[[(1R)-1-[2-(2,4-Difluorophenyl)-3,6-dimethyl-4-oxo-chromen-8-yl]ethyl]amino]-6-fluoro-phenyl]-4H-1,2,4-oxadiazol-5-one FC1=C(C=CC(=C1)F)C=1OC2=C(C=C(C=C2C(C1C)=O)C)[C@@H](C)NC1=C(C(=CC=C1)F)C1=NOC(N1)=O